O=C1C(C2(CCN(CC2)C([C@@H](C(C)C)NC(C2=NC=CC(=C2)C)=O)=O)CC(N1)=O)C1=CC=CC=C1 N-((2R)-1-(8,10-dioxo-7-phenyl-3,9-diazaspiro[5.5]-undecan-3-yl)-3-methyl-1-oxobutan-2-yl)-4-methylpicolinamide